NC1=NC=2C(=CC(=CC2C=2N1N=C(N2)[C@@H]2C[C@H](C2)C2=CC=C(C=N2)C(C)(C)O)F)OC 2-{6-[trans-3-(5-amino-9-fluoro-7-methoxy[1,2,4]triazolo[1,5-c]quinazolin-2-yl)cyclobutyl]pyridin-3-yl}propan-2-ol